(3aR,5s,6aS)-4-({2-[(3-tert-butyl-1,2,4-thiadiazole-5-yl)carbamoyl]-hexahydrocyclopenta[c]pyrrole-5-yl}-methyl-amino)-1H-pyrrolo[2,3-b]pyridin-5-carbonitrile C(C)(C)(C)C1=NSC(=N1)NC(=O)N1C[C@@H]2[C@H](C1)CC(C2)N(C2=C1C(=NC=C2C#N)NC=C1)C